C1(=CC=CC=C1)P(C(C1=C(C=C(C=C1C)C)C)=O)(C(C1=C(C=C(C=C1C)C)C)=O)=O Phenylbis(2,4,6-Trimethylbenzoyl)Phosphin oxid